2'-acetyl-3-chloro-4-((3,5-difluoro-pyridin-2-yl)methoxy)-5'-methyl-[1,4'-bipyridin]-2-one C(C)(=O)C1=NC=C(C(=C1)N1C(C(=C(C=C1)OCC1=NC=C(C=C1F)F)Cl)=O)C